(5-bromo-2-thiophenylmethyl)-proline BrC1=CC=C(S1)CN1[C@@H](CCC1)C(=O)O